ClC1=CC=C(C=C1)[C@@H]1N(C(C2=CC=CC(C12)(OCC1COCC1)C(C)(C)O)=O)CC1=CC=C(C=C1)Cl (3R)-3-(4-chlorophenyl)-2-[(4-chlorophenyl)methyl]4-(2-hydroxypropan-2-yl)-4-[(oxolan-3-yl)methoxy]-2,3-dihydro-1H-isoindol-1-one